CC=1C=C(C=C(C1O)C)C(C1=CC(=C(C(=C1)C)O)C)C1=CC(=C(C(=C1)C)O)C tris(3,5-dimethyl-4-hydroxy-phenyl)methane